tert-Butyl (R)-3-(((R)-1-methylpyrrolidin-3-yl)amino)pyrrolidine-1-carboxylate CN1C[C@@H](CC1)N[C@H]1CN(CC1)C(=O)OC(C)(C)C